5,5-dichlorophenol ClC1(CC=CC(=C1)O)Cl